calcium pantoate beta-aminopropionate NCCC(=O)[O-].C([C@H](O)C(C)(C)CO)(=O)[O-].[Ca+2]